C([C@@H]1[C@@H]([C@@H]([C@H]([C@@H](O1)O[C@@H]2[C@H](O[C@@]([C@H]2O)(CO)O)CO)O)O)O)O The molecule is a synthetic galactosylfructose disaccharide used in the treatment of constipation and hepatic encephalopathy. It has a role as a laxative and a gastrointestinal drug.